3-(trifluoromethoxy)cyclobutan-1-amine FC(OC1CC(C1)N)(F)F